CC=1C(=C(N(C1C=1C=NN(C1)C(F)(F)F)COCC[Si](C)(C)C)C(=O)N)OC(C)C1=CC=CC=C1 methyl-3-(1-phenylethoxy)-5-(1-(trifluoromethyl)-1H-pyrazol-4-yl)-1-((2-(trimethylsilyl)ethoxy)methyl)-1H-pyrrole-2-carboxamide